C(C(=C)C)(=O)OCC(COC(C(=C)C)=O)N=C=O 1,1-bis(methacryloyloxymethyl)methylisocyanate